C(=O)O.NC1=NN=C(C2=CC(=CC=C12)C=1C(=C(C=CC1OC)B(O)O)F)C [3-(1-amino-4-methylphthalazin-6-yl)-2-fluoro-4-methoxyphenyl]boronic acid formate